FC(OC1=C(C=C(C=C1)C=1C=C(C(NN1)=O)C(F)(F)F)OC)F 6-(4-(Difluoromethoxy)-3-methoxyphenyl)-4-(trifluoromethyl)pyridazin-3(2H)-one